OC1=C(C=CC=C1C(=O)O)C1=CC(=CC=C1)[N+](=O)[O-] hydroxy-3'-nitro-biphenyl-3-carboxylic acid